COC1=CC=C2CC(COC2=C1S(=O)(=O)NC(=O)C1=NC2=CC=CC(=C2C=C1)C1=NC=CC=C1)C N-((7-methoxy-3-methylchroman-8-yl)sulfonyl)-5-(pyridin-2-yl)quinoline-2-carboxamide